CC=1NC(C(=C2CCCCC12)CNS(=O)(=O)C=1C=NC(=CC1)C(F)(F)F)=O N-((1-methyl-3-oxo-2,3,5,6,7,8-hexahydroisoquinolin-4-yl)methyl)-6-(trifluoromethyl)pyridine-3-sulfonamide